C(N)(=O)CC[C@@H]([C@@H](C)OCC1=CC=C(C=C1)CCCOCCOCCCC1=CC2=C(N(C(N2C)=O)C2C(NC(CC2)=O)=O)C=C1)NC(OC(C)(C)C)=O Tert-butyl N-[(3S,4R)-1-Carbamoyl-4-([4-[3-(2-[3-[1-(2,6-dioxopiperidin-3-yl)-3-methyl-2-oxo-1,3-benzodiazol-5-yl]propoxy]ethoxy)propyl]phenyl]methoxy) pentan-3-yl]carbamate